(E)-tert-butyl-N-(4-(azetidin-1-yl)but-2-enoyl)-N-methylglycine C(C)(C)(C)C(N(C)C(\C=C\CN1CCC1)=O)C(=O)O